7-bromo-8-chloro-2-(4-hydroxyphenyl)chromen-4-one BrC1=CC=C2C(C=C(OC2=C1Cl)C1=CC=C(C=C1)O)=O